1-hydroxy-6-(4-aminobenzoylamino)-3-naphthalenesulfonic acid OC1=CC(=CC2=CC(=CC=C12)NC(C1=CC=C(C=C1)N)=O)S(=O)(=O)O